FC=1C(=CC=2C3=C(N=NC2C1)N(C(N3C(C)C)=O)C)C=3C=NC(=CC3)[C@@H](C)OCCN3CCC(CC3)OC(F)(F)F (R)-7-fluoro-1-isopropyl-3-methyl-8-(6-(1-(2-(4-(trifluoromethoxy)piperidin-1-yl)ethoxy)ethyl)pyridin-3-yl)-1H-imidazo[4,5-c]cinnolin-2(3H)-one